tert-butyl (6-(4-aminobenzamido)hexyl)carbamate NC1=CC=C(C(=O)NCCCCCCNC(OC(C)(C)C)=O)C=C1